CC1=NOC(=C1C=1C=C2C(=NC1)C1=C(N2[C@@H](C2CCOCC2)C2=CC=CC=C2)C(=NN1C)C(C)(C)O)C (S)-2-(6-(3,5-dimethylisoxazol-4-yl)-1-methyl-4-(phenyl(tetrahydro-2H-pyran-4-yl)methyl)-1,4-dihydropyrazolo[3',4':4,5]pyrrolo[3,2-b]pyridin-3-yl)propan-2-ol